FC1=NC=CC(=C1)C1=C(C(=CC=C1C)C(C)C)O 2-(2-Fluoropyridin-4-yl)-6-isopropyl-3-methylphenol